2'-((6-(cyclohexylamino)pyrimidin-4-yl)amino)spiro[cyclohexane-1,4'-thieno[2,3-c]pyrrol]-6'(5'H)-one C1(CCCCC1)NC1=CC(=NC=N1)NC1=CC2=C(C(NC23CCCCC3)=O)S1